2-{[(5-Chlorothien-2-yl)carbamoyl]amino}-2-ethylbutanoic acid ClC1=CC=C(S1)NC(=O)NC(C(=O)O)(CC)CC